Benzyl 2-(4-(tert-butoxycarbonyl)piperazin-1-yl)-7-azaspiro[3.5]nonane-7-carboxylate C(C)(C)(C)OC(=O)N1CCN(CC1)C1CC2(C1)CCN(CC2)C(=O)OCC2=CC=CC=C2